CC1=C(N=CN1)CN1CCC(CC1)C(C(=O)N)CC1=NN=C2N1N=C(C=C2)N2CCN(CC2)C {1-[(5-methyl-1H-imidazol-4-yl)methyl]piperidin-4-yl}-3-[6-(4-methylpiperazin-1-yl)-[1,2,4]triazolo[4,3-b]pyridazin-3-yl]propanamide